Methyl 4-(4-(3-(methoxycarbonyl)-4-methylphenoxy)butoxy)-2-methylbenzoate COC(=O)C=1C=C(OCCCCOC2=CC(=C(C(=O)OC)C=C2)C)C=CC1C